(S)-2-(1-isopropyl-7-methyl-4-oxo-1,4-dihydro-5H-pyrazolo[3,4-d]pyridazin-5-yl)-N-(1-(4-(trifluoromethyl)phenyl)ethyl)acetamide C(C)(C)N1N=CC2=C1C(=NN(C2=O)CC(=O)N[C@@H](C)C2=CC=C(C=C2)C(F)(F)F)C